3-(4-((7-((adamantan-1-yl)(methyl)amino)heptyl)amino)-3-methyl-2-oxo-2,3-dihydro-1H-benzo[d]imidazol-1-yl)piperidine-2,6-dione C12(CC3CC(CC(C1)C3)C2)N(CCCCCCCNC2=CC=CC=3N(C(N(C32)C)=O)C3C(NC(CC3)=O)=O)C